(5'-(methylsulfonyl)spiro[cyclohexane-1,3'-indolin]-1'-yl)(3-(piperidin-1-ylsulfonyl)phenyl)methanone CS(=O)(=O)C=1C=C2C3(CN(C2=CC1)C(=O)C1=CC(=CC=C1)S(=O)(=O)N1CCCCC1)CCCCC3